ClC1=CN=C2C(=N1)N(N=C2)C2CC(C2)(F)F 6-chloro-1-(3,3-difluorocyclobutyl)-1H-pyrazolo[3,4-b]pyrazine